COC1=NC=C(C(=N1)OC)C1=CC(=C(N=N1)CC)[C@@H]1[C@H](C1)C(C)C 1-(6-(2,4-dimethoxypyrimidin-5-yl)-4-((1S,2R)-2-isopropylcyclopropyl)pyridazin-3-yl)ethane